ClC1=NC2=CC=C(C=C2C(N1C1=C(C=C(C=C1)Cl)Cl)=O)F 2-chloro-3-(2,4-dichlorophenyl)-6-fluoro-4(3H)-quinazolinone